NC1=NC=CC(=C1)C=1OC=C(N1)C(=O)NC=1C(=CC2=C(CC(O2)(C)CO)C1)C1=CC=NC=C1 2-(2-Aminopyridin-4-yl)-N-(2-(hydroxymethyl)-2-methyl-6-(pyridin-4-yl)-2,3-dihydrobenzofuran-5-yl)oxazole-4-carboxylic acid amide